N-(4-methyl-1-(4-(trifluoromethyl)benzyl)-1H-indol-5-yl)cyclohexanesulfonamide CC1=C2C=CN(C2=CC=C1NS(=O)(=O)C1CCCCC1)CC1=CC=C(C=C1)C(F)(F)F